[Cr].[Al].[Zn].[Cu] copper zinc aluminum chromium